O=C1NC=2C(=NC=CC2OC2=CC=C(C=C2)N2C(N(CC2=O)C2=CC(=CC=C2)C(F)(F)F)=O)N1 3-{4-[(2-oxo-2,3-dihydro-1H-imidazo[4,5-b]pyridin-7-yl)oxy]phenyl}-1-[3-(trifluoromethyl)phenyl]-2,4-imidazolidinedione